7-cyclopentyl-2-((5-(4-((2-(2,6-dioxopiperidin-3-yl)benzyl)(methyl)amino)piperidin-1-yl)pyridin-2-yl)amino)-N,N-dimethyl-7H-pyrrolo[2,3-d]pyrimidine-6-carboxamide C1(CCCC1)N1C(=CC2=C1N=C(N=C2)NC2=NC=C(C=C2)N2CCC(CC2)N(C)CC2=C(C=CC=C2)C2C(NC(CC2)=O)=O)C(=O)N(C)C